(S)-6-methyl-N-((S)-1-(5-(2-methylquinolin-6-yl)-1H-imidazol-2-yl)-7-oxononyl)-6-azaspiro[2.5]octane-1-carboxamide CN1CCC2(C[C@@H]2C(=O)N[C@@H](CCCCCC(CC)=O)C=2NC(=CN2)C=2C=C3C=CC(=NC3=CC2)C)CC1